N(=[N+]=[N-])C(COCCOCCOCCN=[N+]=[N-])N 1-Azido-2-(2-(2-(2-azidoethoxy)ethoxy)ethoxy)ethan-1-amine